(S)-2-amino-N-(3,4-dichlorobenzyl)-3-((2-hydroxyphenyl)thio)propanamide N[C@@H](C(=O)NCC1=CC(=C(C=C1)Cl)Cl)CSC1=C(C=CC=C1)O